1-(2-(6,6-difluoro-2-azaspiro[3.3]heptane-2-yl)pyrimidin-5-yl)-3-(1-(5,7-difluoro-3-methylbenzo[b]thiophen-2-yl)-2,2,2-trifluoroethyl)urea FC1(CC2(CN(C2)C2=NC=C(C=N2)NC(=O)NC(C(F)(F)F)C2=C(C3=C(S2)C(=CC(=C3)F)F)C)C1)F